N-(2,4-dibromobenzyl)-N-(4-fluorobenzyl)-4-(3-(pyridin-4-ylmethyl)ureido)benzenesulfonamide BrC1=C(CN(S(=O)(=O)C2=CC=C(C=C2)NC(=O)NCC2=CC=NC=C2)CC2=CC=C(C=C2)F)C=CC(=C1)Br